CON(C(=O)C=1C=NC(=NC1)N1C[C@](CCC1)(C)NC(OC(C)(C)C)=O)C tert-butyl (R)-(1-(5-(methoxy(methyl)carbamoyl)pyrimidin-2-yl)-3-methylpiperidin-3-yl)carbamate